FC(CO[C@@H]1C[C@H](NC1)C(=O)O)F (2S,4R)-4-(2,2-difluoroethoxy)pyrrolidine-2-carboxylic acid